1-octyl-3-butylpyrrolium cyanide [C-]#N.C(CCCCCCC)[NH+]1C=C(C=C1)CCCC